C(C)(C)(C)OC(=O)N1CCC2(C(COC2)O)CC1 4-Hydroxy-2-oxa-8-azaspiro[4.5]decane-8-carboxylic acid tert-butyl ester